4-cyclopropyl-1-ethynyl-2-(trifluoromethyl)benzene C1(CC1)C1=CC(=C(C=C1)C#C)C(F)(F)F